(4-chlorobenzoylaminomethyl)-16-oxo-androst-5-ene-3beta-ol acetate C(C)(=O)O[C@@H]1CC2=CC[C@H]3[C@@H]4CC(C[C@@]4(CCNC(C4=CC=C(C=C4)Cl)=O)CC[C@@H]3[C@]2(CC1)C)=O